dimethyl-ammonium methylsulfate COS(=O)(=O)[O-].C[NH2+]C